3-bromo-5-ethyl-aniline BrC=1C=C(N)C=C(C1)CC